FC=1C=NC(=NC1)N[C@H](C(=O)O)CCN(CCCCC1=NC=2NCCCC2C=C1)CCOC1=NC=CC=C1 (S)-2-((5-fluoropyrimidin-2-yl)amino)-4-((2-(pyridin-2-yloxy)ethyl)(4-(5,6,7,8-tetrahydro-1,8-naphthyridin-2-yl)butyl)amino)butanoic acid